FC=1C=C(C=CC1)C1=CC(=NC(=N1)N)C=1N=NN(C1)CC1=NC(=CC=C1)COC 6-(m-fluorophenyl)-4-(1-{[6-(methoxymethyl)-2-pyridinyl]methyl}-1H-1,2,3-triazol-4-yl)-2-pyrimidinylamine